1-methyl-5-[[(3R,4R)-1-(4-chloro-2,6-difluorophenyl)-3,4-dihydroxypiperidin-4-yl]methoxy]quinoxalin-2-one CN1C(C=NC2=C(C=CC=C12)OC[C@]1([C@@H](CN(CC1)C1=C(C=C(C=C1F)Cl)F)O)O)=O